3-amino-N-(3-(4-aminopiperidin-1-yl)pyridin-2-yl)-6-(2-(trifluoromethyl)-1H-indol-4-yl)pyrazine-2-carboxamide NC=1C(=NC(=CN1)C1=C2C=C(NC2=CC=C1)C(F)(F)F)C(=O)NC1=NC=CC=C1N1CCC(CC1)N